(4-(2-(2,5-dimethyl-1,2,3,4-tetrahydroisoquinolin-7-yl)-5H-pyrrolo[2,3-b]pyrazin-7-yl)-2-methylphenyl)(3-hydroxyazetidine-1-yl)methanone CN1CC2=CC(=CC(=C2CC1)C)C=1N=C2C(=NC1)NC=C2C2=CC(=C(C=C2)C(=O)N2CC(C2)O)C